(3,4-difluorophenyl)-5-(3,3-dimethyl-2-oxo-1-(pyrimidin-2-yl)indolin-4-yl)-2-(trifluoromethyl)benzamide FC=1C=C(C=CC1F)C=1C(=C(C(=O)N)C=C(C1)C1=C2C(C(N(C2=CC=C1)C1=NC=CC=N1)=O)(C)C)C(F)(F)F